Cl.C(C)OC(=O)C12C(CC(CC1)(CC2)NCC2=CC=CC=C2)=O 4-(benzylamino)-2-oxobicyclo[2.2.2]octane-1-carboxylic acid ethyl ester hydrochloride